methacrylic acid, isocyanate C(C(=C)C)(=O)N=C=O